3,3,5-Trimethylcyclohexylacrylat CC1(CC(CC(C1)C)OC(C=C)=O)C